1-(2-Chlorophenyl)-7-cyclopropyl-4-(((2,2-difluorocyclopropyl)methyl)amino)-5-methoxyquinazolin-2(1H)-one ClC1=C(C=CC=C1)N1C(N=C(C2=C(C=C(C=C12)C1CC1)OC)NCC1C(C1)(F)F)=O